FC=1C(=C(C=CC1)O)C=1N=NC(=C2C1C=NC=C2)N[C@@H]2C[C@H](CC2)O 3-fluoro-2-(1-(((1s,3s)-3-hydroxycyclopentyl)amino)pyrido[3,4-d]pyridazin-4-yl)phenol